(±)-(1s,4r)-2-(2-hydroxy-2-methylpropyl)-7-azabicyclo[2.2.1]heptane-7-carboxylic acid tert-butyl ester C(C)(C)(C)OC(=O)N1[C@@H]2[C@H](C[C@H]1CC2)CC(C)(C)O |&1:9|